COCC1(CCC(CC1)C=1C(=NN2C1CCCC2)CN(CCNC)C)COC N1-((3-(4,4-bis-(methoxymethyl)-cyclohexyl)-4,5,6,7-tetrahydropyrazolo[1,5-a]pyridin-2-yl)-methyl)-N1,N2-dimethylethane-1,2-diamine